O=C1O[C@@]2(CNCC2)C2=C(N1)C=CC=C2 (4R,5'S)-2-oxo-1,2-dihydrospiro[benzo[d][1,3]oxazine-4,3'-pyrrolidine]